2-methyl-4-formyl-1,3-dioxolane CC1OCC(O1)C=O